N-(1-(4-Bromo-1-(2-((1s,4s)-4-((3-methylpyridin-2-yl)oxy)cyclohexyl)ethyl)-1H-pyrazol-3-carbonyl)piperidin-4-yl)acetamid BrC=1C(=NN(C1)CCC1CCC(CC1)OC1=NC=CC=C1C)C(=O)N1CCC(CC1)NC(C)=O